4,4'-dihydroxyethoxybenzophenone OC1=CC(=C(C(=O)C2=CC=C(C=C2)O)C=C1)OCC